Cl.NC=1C=CC(=C(C1)B(O)O)F 5-AMINO-2-FLUOROPHENYLBORONIC ACID HYDROCHLORIDE